FC1CC(NCC1)(O)OC1(CC=CC=C1)C1C[C@H](NCC1)C=1OC=CN1 4-fluoro-2-(1-((S)-2-(oxazol-2-yl)piperidin-4-yl)phenoxy)piperidin-2-ol